FC1=C(C=C(C2=C1CCO2)C2=CC=C(C=C2)C(C)C)N 4-fluoro-7-(4-isopropylphenyl)-2,3-dihydrobenzofuran-5-amine